N-(4-bromo-2-carbamoyl-6-methyl-phenyl)-2-(3-chloro-2-pyridyl)-5-methoxy-pyrazole-3-carboxamide BrC1=CC(=C(C(=C1)C)NC(=O)C=1N(N=C(C1)OC)C1=NC=CC=C1Cl)C(N)=O